silicon germanium carbon 3-Chloro-5,6-difluoro-2-hydroxy-4-iodobenzoic acid ClC=1C(=C(C(=O)O)C(=C(C1I)F)F)O.[C].[Ge].[Si]